14-methoxy-N-methyl-8,11-dioxa-2,16,22,26,29-pentaazapentacyclo[18.6.2.1^{3,7}.0^{12,17}.0^{24,28}]nonacosa-1(27),3,5,7(29),12(17),13,15,20,22,24(28),25-undecaen-18-yn-23-amine COC1=CC=2OCCOC=3C=CC=C(NC=4N=CC=5C(=NC=C(C#CC2N=C1)C5C4)NC)N3